ClC=1C=CC=C2CC(C12)=C1N=C(OC1=O)C1=CC=NN1CC 4-(5-Chlorobicyclo[4.2.0]octa-1,3,5-trien-7-ylidene)-2-(1-ethyl-1H-pyrazol-5-yl)-4,5-dihydro-1,3-oxazol-5-one